ClC=1C=C(C=CC1F)NC1=NC=NC2=CC(=C(C=C12)N)O[C@@H]1COCC1 (S)-N4-(3-chloro-4-fluorophenyl)-7-((tetrahydrofuran-3-yl)oxy)quinazolin-4,6-diamine